C(C1CO1)CCC[Si](OC)(OC)OC gamma-(2,3-epoxypropyl)propyltrimethoxysilane